O1C(=CC2=C1C=CC=C2)C(=O)N[C@H](C(=O)NC=2C(N(C=CC2)CC(N[C@@H]2[C@@]1(CC[C@H](C2)C1(C)C)C)=O)=O)CCC(C(=O)N)=O (S)-2-(benzofuran-2-carboxamido)-5-oxo-N1-(2-oxo-1-(2-oxo-2-((1R,2S,4R)-1,7,7-trimethylbicyclo[2.2.1]heptan-2-ylamino)ethyl)-1,2-dihydropyridin-3-yl)hexanediamide